(R)-N-(3-Hydroxy-4-(4-(2-methoxyphenyl)piperazin-1-yl)butyl)-6,7-dihydro-4H-thieno[3,2-c]pyran-2-carboxamide O[C@H](CCNC(=O)C1=CC=2COCCC2S1)CN1CCN(CC1)C1=C(C=CC=C1)OC